C(CCC)NC1=CC=C(C(=C1)C1=CC=CC=C1)C(=O)NC=1SC(=C(N1)Cl)[N+](=O)[O-] 5-(butylamino)-N-(4-chloro-5-nitrothiazol-2-yl)-[1,1'-biphenyl]-2-carboxamide